tert-Butyl (2-(4-(2-(2-aminopyridin-3-yl)-5-phenyl-3H-imidazo[4,5-b]pyridin-3-yl)benzyl)-2-azaspiro[3.5]nonan-7-yl)carbamate NC1=NC=CC=C1C1=NC=2C(=NC(=CC2)C2=CC=CC=C2)N1C1=CC=C(CN2CC3(C2)CCC(CC3)NC(OC(C)(C)C)=O)C=C1